1-(2-ethoxy-2,2-difluoro-1-iodoethyl)-4-methoxybenzene C(C)OC(C(I)C1=CC=C(C=C1)OC)(F)F